trichloroisopropyltin Cl[Sn](C(C)C)(Cl)Cl